C(C)(C)(C)C=1OC2=C(N1)C=CC(=C2S(=O)(=O)Cl)Cl 2-(tert-butyl)-6-chlorobenzo[d]oxazole-7-sulfonyl chloride